C(C1=CC=CC=C1)C1=C(SC=2N3C(C(OCC21)C)=NN=C3C)C#CCN(C)C 3-(3-benzyl-6,9-dimethyl-4H,6H-thieno[2,3-e][1,2,4]triazolo[3,4-c][1,4]oxazepin-2-yl)-N,N-dimethylprop-2-yn-1-amine